6-benzoyl-adenine C(C1=CC=CC=C1)(=O)C1(C2=NC=NC2=NC=N1)N